OCC1CCC(CC1)N(CCCCCCCC(=O)N(CCCCCCCCCC)CCCCCCCCCC)CCCCCCCC(=O)N(CCCCCCCCCC)CCCCCCCCCC 8,8'-(((1S,4S)-4-(hydroxymethyl)-cyclohexyl)azanedi-yl)bis(N,N-didec-yloctanamide)